NCCC1=CC=C(C=C1)N1[C@@H]2CN([C@H](C1)C2)/C=C/C(=O)C2=C(C=CC=C2)O (E)-3-((1S,4S)-5-(4-(2-aminoethyl)phenyl)-2,5-diazabicyclo[2.2.1]hept-2-yl)-1-(2-hydroxyphenyl)prop-2-en-1-one